(1S,5S)-3-((4-((2-(5-(2-(Diisopropylcarbamoyl)-4-fluorophenoxy)pyrimidin-4-yl)-2,7-diazaspiro[3.5]nonan-7-yl)methyl)piperidin-1-yl)sulfonyl)-3,6-diazabicyclo[3.2.0]heptane C(C)(C)N(C(=O)C1=C(OC=2C(=NC=NC2)N2CC3(C2)CCN(CC3)CC3CCN(CC3)S(=O)(=O)N3C[C@@H]2CN[C@@H]2C3)C=CC(=C1)F)C(C)C